methyl 2-(4-(6-((4-cyano-2-fluorobenzyl)oxy)pyridin-2-yl)-2-hydroxybenzyl)-1-(2-methoxyethyl)-1H-benzo[d]imidazole-6-carboxylate C(#N)C1=CC(=C(COC2=CC=CC(=N2)C2=CC(=C(CC3=NC4=C(N3CCOC)C=C(C=C4)C(=O)OC)C=C2)O)C=C1)F